4-((phenylsulfonyl)methyl)pyridine C1(=CC=CC=C1)S(=O)(=O)CC1=CC=NC=C1